FC=1C(=C(C=C2CCN(CC12)C(=O)NCC(C)C)O)N1S(NC(C1)=O)(=O)=O 8-fluoro-6-hydroxy-N-(2-methylpropyl)-7-(1,1,4-trioxo-1λ6,2,5-thiadiazolidin-2-yl)-3,4-dihydroisoquinoline-2(1H)-carboxamide